[Al+3].[O-2].[Zn+2] zinc-oxide aluminium